(R)-1-(tert-butyl)-3-(3-methyl-2-oxo-1-(1-phenylethyl)-1,2,3,4-tetrahydroquinazolin-6-yl)urea C(C)(C)(C)NC(=O)NC=1C=C2CN(C(N(C2=CC1)[C@H](C)C1=CC=CC=C1)=O)C